N-(4-(1-(cyclopropanecarbonyl)indolin-5-yl)-5-methylthiazol-2-yl)-2-(3-(2-(2-((2-(2,6-dioxopiperidin-3-yl)-3-oxoisoindolin-4-yl)amino)ethoxy)ethoxy)phenyl)acetamide C1(CC1)C(=O)N1CCC2=CC(=CC=C12)C=1N=C(SC1C)NC(CC1=CC(=CC=C1)OCCOCCNC1=C2C(N(CC2=CC=C1)C1C(NC(CC1)=O)=O)=O)=O